(Z)-3-((3-((4-(morpholinomethyl)-1H-pyrrol-2-yl)methylene)-2-oxoindolin-5-yl)methyl)thiazolidine-2,4-dione O1CCN(CC1)CC=1C=C(NC1)\C=C\1/C(NC2=CC=C(C=C12)CN1C(SCC1=O)=O)=O